NC=1C=2N(C=C(N1)C)C(=NC2C2=C(C=C(C=C2)NC([C@H](C2=CC(=CC=C2)C(F)(F)F)O)=O)F)C([2H])([2H])[2H] (s)-N-[4-[8-amino-6-methyl-3-(trideuteriomethyl)imidazo[1,5-a]pyrazin-1-yl]-3-fluoro-phenyl]-2-hydroxy-2-[3-(trifluoromethyl)phenyl]acetamide